Cl.N1=CC=CC2=CN=CC(=C12)C(=O)O 1,6-naphthyridine-8-carboxylic acid HCl salt